FC=1C=C(C=C(C1)O)C=1C=C2C\C(\C(C2=CC1)O)=N/O (2E)-5-(3-fluoro-5-hydroxyphenyl)-2-(hydroxyimino)-2,3-dihydro-1H-inden-1-ol